C(CCC)S (E)-1-butanethiol